BrC1C(C2=C(CCC1)C=C(C=C2)C(=O)OC)=O methyl 6-bromo-5-oxo-6,7,8,9-tetrahydro-5H-benzo[7]annulene-2-carboxylate